CC1(CCC=2C(=NNC2C1)N1C=CC2=CC=C(C=C12)C(=O)O)C (6,6-dimethyl-4,5,6,7-tetrahydro-1H-indazol-3-yl)-1H-indole-6-carboxylic acid